C(C)C1=NOC=C1C(=O)N[C@H](C(NC1=CC2=C(C=N1)C1(CCOCC1)C(N2COCC[Si](C)(C)C)=O)=O)C2CCC(CC2)C 3-Ethyl-N-[(1S)-1-(4-methylcyclohexyl)-2-oxo-2-({2-oxo-1-[2-(trimethylsilyl)ethoxymethyl]spiro[pyrrolo[3,2-c]pyridine-3,4'-tetrahydropyran]-6-yl}amino)ethyl]isoxazole-4-carboxamide